CN1CCC(CC1)NC(=O)C=1C=C2C(=CC=NC2=CN1)OC1=CC=C(C=C1)NC(=O)C=1C(N(C=CC1)C1=NC=CC=C1)=O N-(1-methyl-4-piperidyl)-4-[4-[[2-oxo-1-(2-pyridyl)pyridine-3-carbonyl]amino]phenoxy]-1,7-naphthyridine-6-carboxamide